3-(3-ethyl-4-oxo-spiro[6,8-dihydro-5H-pyrazolo[4,3-c]azepine-7,4'-tetrahydropyran]-1-yl)propyl 2-methoxy-4-methyl-thiazole-5-carboxylate COC=1SC(=C(N1)C)C(=O)OCCCN1N=C(C=2C(NCC3(CCOCC3)CC21)=O)CC